1-(4-(2,6-dioxopiperidin-3-yl)-3,5-difluorophenyl)azetidin-3-yl 4,4-difluoropiperidine-1-carboxylate FC1(CCN(CC1)C(=O)OC1CN(C1)C1=CC(=C(C(=C1)F)C1C(NC(CC1)=O)=O)F)F